(S)-6-chloro-2-((5-(4-methyloxazol-2-yl)pyrimidin-2-yl)amino)-2,3-dihydro-1H-indene-4-carbonitrile ClC=1C=C(C=2C[C@H](CC2C1)NC1=NC=C(C=N1)C=1OC=C(N1)C)C#N